CN1N=C(C(=C1)S(=O)(=O)NC1=NC(=CC(=N1)OC1=CC=CC=C1)C1=CC=CC=C1)C 1,3-Dimethyl-N-(4-phenoxy-6-phenyl-pyrimidin-2-yl)pyrazole-4-sulfonamide